(Trans-3-((5-nitro-1-tosyl-1H-pyrrolo[2,3-b]pyridin-4-yl)amino)cyclobutyl)carbamic acid tert-butyl ester C(C)(C)(C)OC(N[C@@H]1C[C@H](C1)NC1=C2C(=NC=C1[N+](=O)[O-])N(C=C2)S(=O)(=O)C2=CC=C(C)C=C2)=O